9,18-dibromohexacyclo[11.7.1.14,20.02,11.03,8.017,21]docosa-1(21),2,4,6,8,10,13,15,17,19-decaene-12,22-dione BrC1=C2C=CC=C3C2=C2C=4C(=CC(=C5C=CC=C(C(C2=C1)=O)C45)Br)C3=O